BrC1=CC(=C(C=C1)S(=O)(=O)C)F 4-bromo-2-fluoro-1-(methylsulfonyl)benzene